3-chloro-N4-ethyl-N6-(2-methoxy-4-(methylsulfonyl)phenyl)-1H-pyrrolo[2,3-b]pyridine-4,6-diamine ClC1=CNC=2N=C(C=C(C21)NCC)NC2=C(C=C(C=C2)S(=O)(=O)C)OC